C1(CC1)CN1CCC(CC1)C=1C=C2C(=C(NC2=CC1)C1=CC(=NC=C1)C)C(C)C 5-(1-(cyclopropylmethyl)piperidin-4-yl)-3-isopropyl-2-(2-methylpyridin-4-yl)-1H-indole